C(C1=CC=CC=C1)(=O)ON=C(C(=O)C1C(C=C(C=C1)SC1=CC=CC=C1)=S(=O)=O)CC N-benzoyloxy-1-(4-phenylsulfanyl-(sulfonyl)phenyl)butan-1-one-2-imine